OC1(CC(C1)C(=O)N1CC2(C1)C[C@@H](CC2)C2=C(C=C(C=C2)C(F)(F)F)C)C |r| (rac)-((1s,3s)-3-Hydroxy-3-methylcyclobutyl)(6-(2-methyl-4-(trifluoromethyl)phenyl)-2-azaspiro[3.4]octan-2-yl)methanone